3-(TRIFLUOROMETHYL)PYRIDINE-4-BORONIC ACID FC(C=1C=NC=CC1B(O)O)(F)F